ClC1=NC2=C(C=N1)N=CC=C2 Chloropyridopyrimidine